ClC1=NC=CC(=N1)C1=C(C=NC=C1)OC1=C(C=C(C=C1)[N+](=O)[O-])F 2-Chloro-4-[3-(2-fluoro-4-nitrophenoxy)pyrid-4-yl]pyrimidine